CC1=NC=C(N1C)C(=O)NNC(=O)[C@@H]1C[C@@H](CCC1)N(C(C1=CC(=CC=C1)C(F)(F)F)=O)C N-[(1R,3S)-3-[[(2,3-dimethylimidazole-4-carbonyl)amino]carbamoyl]cyclohexyl]-N-methyl-3-(trifluoromethyl)benzamide